C(C1=CC=CC=C1)OC(=O)N1CC(CC1)(O)C1=CC=C(C=C1)Cl.[Si](C)(C)(C(C)(C)C)OCCOC1=NC(=CC(=C1)C1=C(C=CC(=C1)C)C1=C(C(=O)N)C=CN=C1C(F)(F)F)Cl 3-(2-(2-((tert-butyldimethylsilyloxy)ethoxy)-6-chloropyridin-4-yl)-4-methylphenyl)-2-(trifluoromethyl)isonicotinamide benzyl-3-(4-chlorophenyl)-3-hydroxy-pyrrolidine-1-carboxylate